O=C1NC(CCC1N1C(C2=CC=C(C=C2C1=O)N1CC2(C1)CCC(CC2)CO)=O)=O 2-(2,6-dioxopiperidin-3-yl)-5-(7-(hydroxymethyl)-2-azaspiro[3.5]nonan-2-yl)isoindoline-1,3-dione